(3-(5-methylthiazol-2-yl)phenyl)benzenesulfonamide CC1=CN=C(S1)C=1C=C(C=CC1)C1=C(C=CC=C1)S(=O)(=O)N